COC1=CC=C(C=C1)C(C(NC1=CC=C(C=C1)[Si](C)(C)C)=O)NC(CCS(=O)(=O)C)=O N-(1-(4-methoxyphenyl)-2-oxo-2-((4-(trimethylsilyl)phenyl)amino)ethyl)-3-(methylsulfonyl)propanamide